1,8-bis(mesitylphenoxy)anthracene C1(=C(C(=CC(=C1)C)C)C1=C(OC2=CC=CC3=CC4=CC=CC(=C4C=C23)OC2=C(C=CC=C2)C2=C(C=C(C=C2C)C)C)C=CC=C1)C